N[C@@H](C)C=1N(C(C2=C(C=CC=C2C1)Cl)=O)C1=NNC(=C1)C1CC1 (S)-3-(1-aminoethyl)-8-chloro-2-(5-cyclopropyl-1H-pyrazol-3-yl)isoquinolin-1(2H)-one